FC(C(=O)O)(F)F.F[C@@H]1[C@@H](C1)NC(=O)C1=CN=C2N1N=C(C=C2NC)N2CCC1=C(C=CC=C21)C2CCNCC2 N-[(1R,2S)-2-fluorocyclopropyl]-8-(methylamino)-6-[4-(piperidin-4-yl)-2,3-dihydroindol-1-yl]imidazo[1,2-b]pyridazine-3-carboxamide trifluoroacetate